C(C)(=O)NC=1C=C(CNC(=O)C2=CC3=CC=CC(=C3C=C2)C2=CC=C(C=C2)C(F)(F)F)C=CC1 N-(3-acetamidobenzyl)-5-(4-(trifluoromethyl)phenyl)-2-naphthamide